TETRAMETHYL-ETHYL-CYCLOHEXENONE tert-butyl-3-(((6-(2-azaspiro[5.5]undecan-2-yl)-2-(trifluoromethyl)pyrimidin-4-yl)(methyl)amino)methyl)-4,4-difluoropiperidine-1-carboxylate C(C)(C)(C)OC(=O)N1CC(C(CC1)(F)F)CN(C)C1=NC(=NC(=C1)N1CC2(CCC1)CCCCC2)C(F)(F)F.CC2C(C(=C(C(C2)=O)CC)C)(C)C